C(C)C=1C(=CC2=C(N=C(S2)C)C1)NCCOCCO 2-(2-((5-ethyl-2-methylbenzo[d]thiazol-6-yl)amino)ethoxy)ethan-1-ol